NC(CCC1CC1)(C1=CC=NC=C1)C=1C=CC(=C(C1)NC(=O)[C@@H]1N(C[C@@H](C1)OC)C(C1=CC(=CC=C1)C#N)=O)F (2r,4r)-N-(5-((+)-1-amino-3-cyclopropyl-1-(pyridin-4-yl)propyl)-2-fluorophenyl)-1-(3-cyanobenzoyl)-4-methoxypyrrolidine-2-carboxamide